2-methyl-2,3,4,4a,6,7-hexahydro-8-oxa-3,5a,9,13c-tetraazanaphtho[3,2,1-de]anthracene-5(1H)-one CC1NCC2C(N3CCOC=4N=C5C=CC=CC5=C(C34)N2C1)=O